(S)-2-(3-(2-(2-azaspiro[3.3]heptan-2-yl)ethyl)-5-methyl-6-oxopyridazin-1(6H)-yl)-4-methylpentanamide C1N(CC12CCC2)CCC2=NN(C(C(=C2)C)=O)[C@H](C(=O)N)CC(C)C